ClC1=C(C(=O)NC)C=C(C(=C1)NCC#C)OC 2-chloro-5-methoxy-N-methyl-4-(prop-2-yn-1-ylamino)benzamide